(2S)-2-amino-6,6,6-trifluoro-1-thiazol-2-yl-hexan-1-ol N[C@H](C(O)C=1SC=CN1)CCCC(F)(F)F